(4-bromobenzyl)benzamide hydrochloride Cl.BrC1=CC=C(CC2=C(C(=O)N)C=CC=C2)C=C1